N[C@@H]1[C@@H](OCC12CCN(CC2)C=2N(C(C=1C(N2)=NN(C1C1=C(C2=CN(N=C2C=C1)CC)Cl)CC1=CC=C(C=C1)OC)=O)C)C 6-[(3S,4S)-4-Amino-3-methyl-2-oxa-8-azaspiro[4.5]decan-8-yl]-3-(4-chloro-2-ethyl-2H-indazol-5-yl)-2-[(4-methoxy-phenyl)methyl]-5-methyl-2H,4H,5H-pyrazolo[3,4-d]pyrimidin-4-one